CN1C=NC2=C1C=C(C=C2)C2CCC(CC2)OC[C@@H]2CNCC[C@@H]2NS(=O)(=O)C N-((3R,4S)-3-(((4-(1-methyl-1H-benzo[d]imidazol-6-yl)cyclohexyl)oxy)methyl)piperidin-4-yl)methanesulfonamide